Tert-butyl ((S)-2-(4-(((3R,4R)-1-(2-cyanoacetyl)-4-methylpiperidin-3-yl) (methyl)amino)-7H-pyrrolo[2,3-d]pyrimidin-7-yl)-2-oxo-1-phenylethyl)carbamate C(#N)CC(=O)N1C[C@@H]([C@@H](CC1)C)N(C=1C2=C(N=CN1)N(C=C2)C([C@H](C2=CC=CC=C2)NC(OC(C)(C)C)=O)=O)C